bis(2,6-di-tert-butyl-4-hydroxyphenyl) phosphate P(=O)(OC1=C(C=C(C=C1C(C)(C)C)O)C(C)(C)C)(OC1=C(C=C(C=C1C(C)(C)C)O)C(C)(C)C)[O-]